BrC=1C(=CC(=NC1)CN)OC1=C(C=C(C=C1)F)F (5-bromo-4-(2,4-difluorophenoxy)pyridin-2-yl)methylamine